C1(CC1)CN1C(=CC2=CC=CC(=C12)C1CN(C1)C(=O)OC(C)(C)C)C=O tert-Butyl 3-(1-(cyclopropylmethyl)-2-formyl-1H-indol-7-yl)azetidine-1-carboxylate